1-bromo-3-chloro-2-aminoanthraquinone BrC1=C(C(=CC=2C(C3=CC=CC=C3C(C12)=O)=O)Cl)N